5-benzylpyrimidine C(C1=CC=CC=C1)C=1C=NC=NC1